4-((3R,4R)-4-((5-chloro-7-methyl-1H-indol-4-yl)oxy)-1-(2,2,2-trifluoroethyl)piperidin-3-yl)benzoic acid ClC=1C(=C2C=CNC2=C(C1)C)O[C@H]1[C@@H](CN(CC1)CC(F)(F)F)C1=CC=C(C(=O)O)C=C1